COC=1C=C(C=CC1OC)C=1N=C(SC1)NC(C1=C(C=C(C=C1)F)NS(=O)(=O)C(C)C)=O N-(4-(3,4-Dimethoxyphenyl)thiazol-2-yl)-4-fluoro-2-((1-methylethyl)sulfonamido)benzamide